OC1=C(C=CC(=C1)O)C(\C=C\C1=CC(=CC=C1)F)=O (E)-1-(2,4-Dihydroxyphenyl)-3-(3-fluorophenyl)prop-2-en-1-one